tert-Butyl 2-(4-(2-fluoro-4-methoxy-5-(((1R,2R,3S,4S)-3-((3-((trifluoromethyl)sulfonyl)phenyl)carbamoyl)bicyclo[2.2.1]hept-5-en-2-yl)carbamoyl)benzyl)-1H-pyrazol-1-yl)acetate FC1=C(CC=2C=NN(C2)CC(=O)OC(C)(C)C)C=C(C(=C1)OC)C(N[C@@H]1[C@H]2C=C[C@@H]([C@@H]1C(NC1=CC(=CC=C1)S(=O)(=O)C(F)(F)F)=O)C2)=O